C1CCOOCC1 dioxepane